FC=1C=C(OC=2C=C3C(=CN=CC3=CC2)C=2C=NN(C2)C)C=C(C1)F 6-(3,5-difluorophenoxy)-4-(1-methyl-1H-pyrazol-4-yl)isoquinoline